7-(4-(4-chlorophenoxy)piperidin-1-yl)-2-(difluoromethyl)-8,9-dimethyl-4H-pyrimido[1,2-b]pyridazin-4-one ClC1=CC=C(OC2CCN(CC2)C=2C(=C(C=3N(N2)C(C=C(N3)C(F)F)=O)C)C)C=C1